C(CCCCCCCCCC)OCC1CCCCO1 6-((undecyloxy)methyl)tetrahydro-2H-pyran